NC1=NC=NC=2C3=C(C(C(C12)(C)C)=NOC)C=C(C=C3)OS(=O)(=O)C(F)(F)F trifluoromethanesulfonic acid (4-amino-6-methoxyimino-5,5-dimethyl-benzo[h]quinazolin-8-yl) ester